OC=1C(C(=O)C2=C(C=C(C=C2)OC)O)=CC(C(C1)OC)(S(=O)(=O)O)S(=O)(=O)O 2,2'-dihydroxy-4,4'-dimethoxy-5,5-disulfobenzophenone